5-(((5-(tert-butyl)oxazol-2-yl)methyl)thio)thiazol-2-amine C(C)(C)(C)C1=CN=C(O1)CSC1=CN=C(S1)N